alpha-(cyanophenyl)acrylonitrile C(#N)C1=C(C=CC=C1)C(C#N)=C